OCCN1N=CC(=C1)C(=O)N[C@@H]1CCC2=CC(=CC=C12)C1=NOC(=N1)C(C)C (R)-1-(2-hydroxyethyl)-N-(5-(5-isopropyl-1,2,4-oxadiazol-3-yl)-2,3-dihydro-1H-inden-1-yl)-1H-pyrazole-4-carboxamide